ethyl N-[(±)-1-(benzyloxy)propan-2-yl]beta-alaninate C(C1=CC=CC=C1)OC[C@@H](C)NCCC(=O)OCC |r|